C(C(C)C)(=O)OC(CCCC)O pentandiol monoisobutyrate